C(C)OC(=O)[C@H]1[C@@H]2C3CCC3[C@H]([C@@H]1NC1=NC(=NN3C1=CC=C3C=O)Cl)CC2 (1R,6S,7S,8S)-8-((2-chloro-7-formylpyrrolo[2,1-f][1,2,4]triazin-4-yl)amino)tricyclo[4.2.2.02,5]decane-7-carboxylic acid ethyl ester